2-((2-(4-bromophenyl)-1,3-dithiolan-2-yl)methyl)-1,4-dioxan BrC1=CC=C(C=C1)C1(SCCS1)CC1OCCOC1